ethyl 1-(6-aminopyridin-3-yl)-6-chloro-4-oxo-7-{1H,3H-pyrrolo[3,4-c]pyridin-2-yl}quinoline-3-carboxylate NC1=CC=C(C=N1)N1C=C(C(C2=CC(=C(C=C12)N1CC=2C=NC=CC2C1)Cl)=O)C(=O)OCC